(Z)-S-(2-(N-((4-amino-2-methylpyrimidin-5-yl)methyl)formamido)-5-(phosphonooxy)pent-2-en-3-yl) benzofuran-2-carbothioate O1C(=CC2=C1C=CC=C2)C(S\C(=C(\C)/N(C=O)CC=2C(=NC(=NC2)C)N)\CCOP(=O)(O)O)=O